8-fluoro-2-methyl-6-(4,4,5,5-tetramethyl-1,3,2-dioxaborolan-2-yl)quinoline-4-carbonitrile FC=1C=C(C=C2C(=CC(=NC12)C)C#N)B1OC(C(O1)(C)C)(C)C